2-chloro-N-(2-(methylsulfonyl)ethyl)-7-((2-(trimethylsilyl)ethoxy)methyl)-7H-pyrrolo[2,3-d]pyrimidin-4-amine ClC=1N=C(C2=C(N1)N(C=C2)COCC[Si](C)(C)C)NCCS(=O)(=O)C